CC=1N=NN(C1)C1=CC=C(C(=O)OC)C=C1 methyl 4-(4-methyl-1H-1,2,3-triazol-1-yl)benzoate